C(=O)O.CN(CC(CNC(OC=1C=CC2=C(C1)OC(C=1C2N2N(CC1)C(N(C2=O)C2=CC=C(C=C2)C(C)=O)=O)(C)C)=O)(C)C)C 2-(4-acetylphenyl)-7,7-dimethyl-1,3-dioxo-2,3,5,12b-tetrahydro-1H,7H-chromeno[4,3-c][1,2,4]triazolo[1,2-a]pyridazin-10-yl (3-(dimethylamino)-2,2-dimethylpropyl)carbamate formate